N1C=CCC=2CCCCC12 1,4,5,6,7,8-hexahydroquinoline